5-(4-bromophenyl)-2-methyl-4H-1,2,4-triazol-3-one BrC1=CC=C(C=C1)C=1NC(N(N1)C)=O